S(=O)(=O)([O-])[O-].C[N+]1(CCCCC1)CC1=CC=C(C=C1)C=C.C[N+]1(CCCCC1)CC1=CC=C(C=C1)C=C methyl-1-(4-vinylbenzyl)-piperidin-1-ium sulfate